ClC[SiH2]N([Si](C)(C)C)[SiH2]CCl bis(chloromethylsilyl)trimethylsilyl-amine